FN1N2C(=CC=C1C=1C(=NC=CC1)O[C@H](C(F)(F)F)C)N=NC2COC 5-fluoro-6-[(1S)-2,2,2-trifluoro-1-methyl-ethoxyl-3-pyridyl]-3-(methoxymethyl)-[1,2,4]triazolo[4,3-b]pyridazine